tert-butyl (3S)-3-[4-[3-methyl-4-([1,2,4]triazolo[1,5-a]pyridin-7-yloxy)anilino]pyrido[3,2-d]pyrimidin-6-yl]piperidine-1-carboxylate CC=1C=C(NC=2C3=C(N=CN2)C=CC(=N3)[C@@H]3CN(CCC3)C(=O)OC(C)(C)C)C=CC1OC1=CC=3N(C=C1)N=CN3